COC=1C=NC(=NC1)N1CCCCC1 1-(5-methoxypyrimidin-2-yl)piperidin